[N+](=O)(O)[O-].C(CCC)N1CN(C=C1)C 1-butyl-3-methylimidazole hydrogennitrate